N-(3-(4-azido-2,3,5,6-tetrafluorophenyl)-3-(((4-nitrophenoxy)carbonyl)oxy)propanoyl)-N-methylglycine N(=[N+]=[N-])C1=C(C(=C(C(=C1F)F)C(CC(=O)N(CC(=O)O)C)OC(=O)OC1=CC=C(C=C1)[N+](=O)[O-])F)F